dl-1-(3-dimethylaminopropyl)-3-Ethylcarbodiimide CN(CCCN=C=NCC)C